C1(=CC=CC=C1)C(O[Si](OC(C)C)(OC)C=C)C1=CC=CC=C1 diphenyl-dimethyl-vinyl-trimethoxysilane